3-(4-Chloro-7-methoxyquinolin-6-yl)-3-methoxyazetidine-1-carboxylate ClC1=CC=NC2=CC(=C(C=C12)C1(CN(C1)C(=O)[O-])OC)OC